N[C@@H](C(C)C)C(=O)O.C(CC(O)(C(=O)O)CC(=O)O)(=O)O citric acid-valine salt